1-Dodecanethiol C(CCCCCCCCCCC)S